Heptyl 3-ethyl-7-(2-((3-heptyldecanoyl)oxy)ethyl)-13-hexyl-11-oxo-10,12-dioxa-3,7-diazaoctadecane-18-oate C(C)N(CC)CCCN(CCOC(OC(CCCCC(=O)OCCCCCCC)CCCCCC)=O)CCOC(CC(CCCCCCC)CCCCCCC)=O